3-(1-oxo-5-(4-((1-phenyl-3-azabicyclo[3.1.0]hexan-3-yl)methyl)pyridin-2-yl)isoindolin-2-yl)piperidine-2,6-dione O=C1N(CC2=CC(=CC=C12)C1=NC=CC(=C1)CN1CC2(CC2C1)C1=CC=CC=C1)C1C(NC(CC1)=O)=O